C(C)C1=C(C(=NC=N1)O)CCCO 6-ethyl-5-(3-hydroxypropyl)pyrimidin-4-ol